FC1(CCC(CC1)NC(=O)[C@]1([C@@H](CC[C@H](C1)C)C(C)C)O)F (1s,2s,5r)-N-(4,4-difluorocyclohexyl)-1-hydroxy-2-isopropyl-5-methyl-cyclohexanecarboxamide